4-bicyclohexanedimethanol C1(CCC(CC1)CO)(C1CCCCC1)CO